3,5-Dimethyl-4-(5,6,7,8-tetrahydro-1,6-naphthyridin-3-yl-5,5,7,7-d)isoxazole CC1=NOC(=C1C=1C=NC=2CC(NC(C2C1)([2H])[2H])([2H])[2H])C